1-(3,5-Difluoropyridin-2-yl)-8-(1,3-dimethyl-1H-pyrazol-4-yl)-7-methoxy-1,3-dihydroimidazo[4,5-c]-quinolin-2-one FC=1C(=NC=C(C1)F)N1C(NC=2C=NC=3C=C(C(=CC3C21)C=2C(=NN(C2)C)C)OC)=O